trans-4-((4-(2-Cyclopropyloxazol-4-yl)pyridin-2-yl)((trans-4-(5-methoxy-6-methylpyridin-2-yl)cyclohexyl)methyl)carbamoyl)cyclohexyl 3-(oxetan-3-yl)azetidine-1-carboxylate O1CC(C1)C1CN(C1)C(=O)O[C@@H]1CC[C@H](CC1)C(N(C[C@@H]1CC[C@H](CC1)C1=NC(=C(C=C1)OC)C)C1=NC=CC(=C1)C=1N=C(OC1)C1CC1)=O